Cl.N[C@H](CN1C[C@@H](CC1)C(=O)N1C2CN(CC1CC2)C2=NC=C(C=N2)C(F)(F)F)C ((R)-1-((S)-2-aminopropyl)pyrrolidin-3-yl)(3-(5-(trifluoromethyl)pyrimidin-2-yl)-3,8-diazabicyclo[3.2.1]octan-8-yl)methanone hydrochloride